BrC1=CC=C2C(=N1)SC=C2S(=O)(=O)NC2=NC=C(C(=N2)OC)CC(F)F 6-bromo-N-[5-(2,2-difluoroethyl)-4-methoxy-pyrimidin-2-yl]thieno[2,3-b]pyridine-3-sulfonamide